C(#C)[C@@H]1C[C@@]2(CN1C([C@H](CC(C)(C)F)NC(=O)C=1NC3=CC(=CC=C3C1)F)=O)C(NC1=CC=CC=C12)=O N-((S)-1-((3R,5'S)-5'-ethynyl-2-oxospiro[indoline-3,3'-pyrrolidin]-1'-yl)-4-fluoro-4-methyl-1-oxopentan-2-yl)-6-fluoro-1H-indole-2-carboxamide